NC=1C(=NC(=CN1)C1=CC(=C(C=C1)C1CCOCC1)CN(C)C)C=1C=C2C=C(NC(C2=C(C1)F)=O)C 6-(3-amino-6-(3-((dimethylamino)methyl)-4-(tetrahydro-2H-pyran-4-yl)phenyl)pyrazin-2-yl)-8-fluoro-3-methylisoquinolin-1(2H)-one